O1CCNCC2=C1C=C(C=C2)C(=O)[O-] 2,3,4,5-tetrahydrobenzo[f][1,4]oxazepine-8-carboxylate